S1C(CC2=C1C=CC=C2)=O benzothiophen-2-one